Cl.COC([C@H](CC(C)C)NC)=O (2S)-4-methyl-2-(methylamino)pentanoic acid methyl ester hydrochloride